benzyl-carbodiimide C(C1=CC=CC=C1)N=C=N